C(C=C)SC[C@H](N)C(=O)O S-Allyl-Cystein